N-Cyclopropyl-2-[6-(4-methoxyphenyl)-2-oxo-3H-imidazo[4,5-b]pyridin-1-yl]acetamide C1(CC1)NC(CN1C(NC2=NC=C(C=C21)C2=CC=C(C=C2)OC)=O)=O